[Ca+2].C([O-])(=O)OC1=C(C=CC=C1)CCCCCCCCCCCC.C(CCCCCCCCCCC)C1=C(C=CC=C1)OC([O-])=O dodecylphenol carbonate calcium salt